CN(C)[C@H](C1=CC=CC=C1)CCOC1=CC=CC2=CC=CC=C12 (+)-(S)-N,N-dimethyl-α-[2-(1-naphthoxy)ethyl]-benzylamine